BrC1=CC=C(C=N1)C1C(C1)NCC1(CCN(CC1)C(=O)OCC1CCNCC1)F piperidin-4-ylmethyl 4-(((2-(6-bromopyridin-3-yl) cyclopropyl) amino) methyl)-4-fluoropiperidine-1-carboxylate